(E)-2-((2-(4-(p-tolyl)thiazol-2-yl)hydrazono)methyl)benzoic acid C1(=CC=C(C=C1)C=1N=C(SC1)N\N=C\C1=C(C(=O)O)C=CC=C1)C